ClC=1C(=NC(=NC1)NC1CCOCC1)C1=CC=C2CN(C(C2=C1)=O)[C@H](C(=O)N[C@H](C)C1=CC(=NC=C1)N1CCOCC1)C (2S)-2-(6-{5-chloro-2-[(oxan-4-yl)amino]pyrimidin-4-yl}-1-oxo-2,3-dihydro-1H-isoindol-2-yl)-N-[(1R)-1-[2-(morpholin-4-yl)pyridin-4-yl]ethyl]propanamide